C1(CCCCC1)C1=NN(C(=C1)C1CCCCC1)C1=CC=C(C=C1)NC(=O)NC=1C=C2C=CC=NC2=CC1 1-[4-(3,5-dicyclohexyl-1H-pyrazol-1-yl)phenyl]-3-(quinolin-6-yl)urea